4,6-bis(4-chlorophenyl)pyrimidine Tert-butyl-(3-vinylbicyclo[1.1.1]pentan-1-yl)carbamate C(C)(C)(C)N(C(O)=O)C12CC(C1)(C2)C=C.ClC2=CC=C(C=C2)C2=NC=NC(=C2)C2=CC=C(C=C2)Cl